C(CCCCCCC)(=O)OCCCCOC(CCCCCCC)=O butylene dioctanoate